3,3-dimethyl-4-[1-[(3-methylmorpholin-3-yl)methyl]indazol-3-yl]-1H-pyrrolo[2,3-b]pyridin-2-one CC1(C(NC2=NC=CC(=C21)C2=NN(C1=CC=CC=C21)CC2(NCCOC2)C)=O)C